ClC=1C=C2C(=CC1)C(OC21CCN(CC1)CC=1C=NN(C1)C1OCCCC1)C#N 5-chloro-1'-[(1-tetrahydropyran-2-ylpyrazol-4-yl)methyl]spiro[1H-isobenzofuran-3,4'-piperidine]-1-carbonitrile